pentaen C=CCCC